(6aR,7R,10aS)-4-(2-fluorophenyl)-7,10a-dimethyl-2-(6-methylquinolin-4-yl)-8-oxo-5,6,6a,7,8,10a-hexahydrobenzo[h]quinazoline-9-carbonitrile FC1=C(C=CC=C1)C1=NC(=NC=2[C@]3([C@H](CCC12)[C@H](C(C(=C3)C#N)=O)C)C)C3=CC=NC1=CC=C(C=C31)C